C(#N)C1=NC2=CC(=CC(=C2N=C1N1CC2=C(CC1)SC(=N2)C)[C@@H](C)NC2=C(C(=O)O)C=CC=C2)C (R)-2-((1-(2-cyano-7-methyl-3-(2-methyl-6,7-dihydrothiazolo[4,5-c]pyridin-5(4H)-yl)quinoxalin-5-yl)ethyl)amino)benzoic acid